tert-butyl (1S,3S,4S)-3-[[(Z,1S)-4-ethoxy-3-fluoro-4-oxo-1-[[(3S)-2-oxopyrrolidin-3-yl]methyl]but-2-enyl]carbamoyl]-5,5-difluoro-2-azabicyclo[2.2.2]octane-2-carboxylate C(C)OC(/C(=C/[C@H](C[C@H]1C(NCC1)=O)NC(=O)[C@H]1N([C@@H]2CC([C@H]1CC2)(F)F)C(=O)OC(C)(C)C)/F)=O